Tetrafluoromethan FC(F)(F)F